OC1(CC1)C1=NNC(=N1)C1CC2(CN(C2)C(=O)N2CC3(C2)CC(C3)CC=3C=NN(C3)CC(F)(F)F)C1 [6-[3-(1-hydroxycyclopropyl)-1H-1,2,4-triazol-5-yl]-2-azaspiro[3.3]heptan-2-yl]-[6-[[1-(2,2,2-trifluoroethyl)pyrazol-4-yl]methyl]-2-azaspiro[3.3]heptan-2-yl]methanone